6-(3-chloro-6-(difluoromethyl)-2-fluorophenyl)-N-(1-((S)-1-(5-methyl-6-((1r,5S)-2-oxo-3-azabicyclo[3.1.0]hex-3-yl)pyridazin-3-yl)ethyl)-1H-pyrazol-4-yl)pyrazine-2-carboxamide ClC=1C(=C(C(=CC1)C(F)F)C1=CN=CC(=N1)C(=O)NC=1C=NN(C1)[C@@H](C)C=1N=NC(=C(C1)C)N1C([C@@H]2C[C@@H]2C1)=O)F